C(#N)C1=CC=C(COC2=C3C[C@H](N(CC3=CC=C2OC)C=2OC3=C(N2)C=CC(=C3)F)C(=O)OC)C=C1 methyl (S)-5-((4-cyanobenzyl)oxy)-2-(6-fluorobenzo[d]oxazol-2-yl)-6-methoxy-1,2,3,4-tetrahydroisoquinoline-3-carboxylate